Cobalt-Manganese-Silicon [Si].[Mn].[Co]